FC=1[C@H](C[C@H]2C[C@H]([C@H]3[C@@H]4CC[C@H]([C@@H](CCC(=O)OC)C)[C@]4(CC[C@@H]3[C@]2(C1)C)C)O)O methyl 2-fluoro-3α,7α-dihydroxy-5β-chol-1-enoate